4-[2-(4-aminopiperidin-1-yl)-5-(1-methylbenzimidazol-5-yl)pyrimidin-4-yl]benzonitrile NC1CCN(CC1)C1=NC=C(C(=N1)C1=CC=C(C#N)C=C1)C1=CC2=C(N(C=N2)C)C=C1